2-cinnamyl-1-phenyl-3-(o-tolyl)propane tert-Butyl-5-chloro-3-(4-((4-methylpiperazin-1-yl)methyl)phenyl)-1H-pyrazolo[4,3-d]pyrimidine-1-carboxylate C(C)(C)(C)OC(=O)N1N=C(C=2N=C(N=CC21)Cl)C2=CC=C(C=C2)CN2CCN(CC2)C.C(C=CC2=CC=CC=C2)C(CC2=CC=CC=C2)CC2=C(C=CC=C2)C